5-(4-chloro-2-fluorophenyl)-2-methyl-7-((2S)-2-(2-methyl-4-pyridinyl)-4-morpholinyl)-1,6-naphthyridine ClC1=CC(=C(C=C1)C1=C2C=CC(=NC2=CC(=N1)N1C[C@@H](OCC1)C1=CC(=NC=C1)C)C)F